CNCCC(OC=1C=C(C(=O)NCC2=NC=CC=C2)C=CC1)C1=CC=CC=C1 3-(3-(methylamino)-1-phenylpropoxy)-N-(pyridin-2-ylmethyl)benzamide